C(C)N(CC(C)N1C2=C(C3=CC=C(C=C13)O)C=C(N=C2C)F)CC 9-(1-(diethylamino)propan-2-yl)-3-fluoro-1-methyl-9H-pyrido[3,4-b]indol-7-ol